m-Methylbenzonitrile CC=1C=C(C#N)C=CC1